C(C)(C)S(=O)(=O)C Methyl Isopropyl Sulfone